C(C)(=O)C=1C=C(NC1)C(=O)NCC1=C(C=C(C=C1)F)F 4-acetyl-N-(2,4-difluorobenzyl)-1H-pyrrole-2-carboxamide